C(C)(C)(C)OC(=O)N1CCC2(CNC2C2=CC=C(C=C2)C2=CCOC3=CC(=CC=C23)OC2OCCCC2)CC1 (4-(7-((tetrahydro-2H-pyran-2-yl)oxy)-2H-chromen-4-yl)phenyl)-2,7-diazaspiro[3.5]Nonane-7-carboxylic acid tert-butyl ester